6-(4-(7-(difluoromethoxy)-2-methyl-2H-indazol-4-yl)-2,6-difluorobenzyl)-6,7-dihydro-5H-pyrrolo[3,4-b]pyridin-5-one-7,7-d2 FC(OC1=CC=C(C2=CN(N=C12)C)C1=CC(=C(CN2C(C3=NC=CC=C3C2=O)([2H])[2H])C(=C1)F)F)F